3-hydroxy-pyridine-2-carboxylic acid ethyl ester C(C)OC(=O)C1=NC=CC=C1O